Heptadecatriene-4,6-diyne-3,12-diol C=CC(C#CC#CC=CC=CC(CCCCC)O)O